4-[(9S)-5-ethyl-13-methyl-9-(oxazol-2-ylmethyl)-3-thia-1,8,11,12-tetrazatricyclo[8.3.0.02,6]trideca-2(6),4,7,10,12-pentaen-7-yl]phenol C(C)C1=CSC=2N3C(=NN=C3[C@@H](N=C(C12)C1=CC=C(C=C1)O)CC=1OC=CN1)C